C(=O)(OCCCC)OOC(=O)OCCCC dibutyl peroxydicarbonate